COC1=CC=2N(C=C1)C(=CN2)C2=CC(=NC=N2)NCC2=CC=C(C=C2)C=2C=NN(C2)C2COC2 6-{7-Methoxyimidazo[1,2-a]pyridin-3-yl}-N-({4-[1-(oxetan-3-yl)-1H-pyrazol-4-yl]phenyl}methyl)pyrimidin-4-amine